C(C)(C)(C)OC(=O)NC1=CC(=NC(=C1C(=O)OC(C)(C)C)Cl)C1CCCC1 tert-butyl 4-(tert-butoxycarbonylamino)-2-chloro-6-cyclopentylnicotinate